tert-butyl (6aR,8R)-8-(benzyloxy)-2-(3-fluoro-2-methoxyphenyl)-6a-(fluoromethyl)-6a,7,8,9-tetrahydropyrrolo[1',2':4,5]pyrazino[2,3-c]pyridazine-5(6H)-carboxylate C(C1=CC=CC=C1)O[C@@H]1C[C@]2(N(C=3C(=NN=C(C3)C3=C(C(=CC=C3)F)OC)N(C2)C(=O)OC(C)(C)C)C1)CF